2H-furo[2,3-c]pyridin-3-one O1CC(C=2C1=CN=CC2)=O